benzyl (2-(2-(1-hydroxy-2-oxo-2-((pyridin-3-ylmethyl)amino)ethyl)pyrrolidin-1-yl)-2-oxoethyl)carbamate OC(C(NCC=1C=NC=CC1)=O)C1N(CCC1)C(CNC(OCC1=CC=CC=C1)=O)=O